FC=1C=C(CNC(=O)C2=C3NC(=NC3=NC=N2)C2CC(C2)C(=O)OC)C=C(C1)C=1C=NN(C1)C1=CC=C(C=C1)F Methyl 3-(6-((3-fluoro-5-(1-(4-fluorophenyl)-1H-pyrazol-4-yl)benzyl)carbamoyl)-7H-purine-8-yl)cyclobutanecarboxylate